3-(difluoromethyl)-1-phenyl-4-(p-tolyl)-5-(trifluoromethyl)-4,5-dihydro-1H-1,2,4-triazole-5-carboxylic acid ethyl ester C(C)OC(=O)C1(N(C(=NN1C1=CC=CC=C1)C(F)F)C1=CC=C(C=C1)C)C(F)(F)F